NC1=NC2=C(N1C)C(=CC=C2Cl)C(=O)OC methyl 2-amino-4-chloro-1-methyl-1H-benzimidazole-7-carboxylate